ClC1=CC=C(C=C1)C(=C(Cl)Cl)C1=CC=C(C=C1)Cl 1,1-bis(p-chlorophenyl)-2,2-dichloroethylene